F[C@H]1C[C@H](N2N=C(N=C21)S)C2=C(C=CC=C2)Cl (5S,7S)-7-fluoro-5-(2-chlorophenyl)-6,7-dihydro-5H-pyrrolo[1,2-b][1,2,4]triazole-2-thiol